2-[(5,7-difluoro-6-quinolinyl)methyl]isoindoline-1,3-dione FC1=C2C=CC=NC2=CC(=C1CN1C(C2=CC=CC=C2C1=O)=O)F